3-({[(4S)-7-(4-methylphenyl)-3,4-dihydro-2H-1-benzopyran-4-yl]methyl}amino)pyridine-4-carboxylic acid methyl ester COC(=O)C1=C(C=NC=C1)NC[C@H]1CCOC2=C1C=CC(=C2)C2=CC=C(C=C2)C